9-(4-bromo-2,6-dimethyl-phenyl)-8-hydroxy-3-methoxy-3-azaspiro[5.5]Undec-8-en-10-one BrC1=CC(=C(C(=C1)C)C1=C(CC2(CCN(CC2)OC)CC1=O)O)C